C12C3(C4CC(CC(C1)C4)C2)O[C@]2(OO3)C[C@@H](CCC2)C2=CC=C(OC3CCC(CC3)N)C=C2 4-(p-{(1R,3R)-Dispiro[cyclohexane-1,3'-[1,2,4]trioxolane-5',2''-tricyclo[3.3.1.13,7]decan]-3-yl}phenoxy)cyclohexylamine